(R)-(8-(3-acetyl-5-(2,3-dichlorophenyl)-6-methylpyrazin-2-yl)-8-azaspiro[4.5]decan-1-yl)carbamic acid tert-butyl ester C(C)(C)(C)OC(N[C@@H]1CCCC12CCN(CC2)C2=NC(=C(N=C2C(C)=O)C2=C(C(=CC=C2)Cl)Cl)C)=O